5-ethynylindoline C(#C)C=1C=C2CCNC2=CC1